N1=C2C(=CC=C1C(C)=O)CCC2 1-(6,7-dihydro-5H-cyclopenta[b]pyridin-2-yl)ethan-1-one